C(C)(C)C1=C(NC2=CC=C(C=C12)OCC1CCNCC1)C=1C(=C(C(N(C1)C)=O)C)C 5-(3-isopropyl-5-(piperidin-4-ylmethoxy)-1H-indol-2-yl)-1,3,4-trimethylpyridin-2(1H)-one